din-butyltin diacetate C(C)(=O)[O-].C(C)(=O)[O-].C(CCC)[Sn+2]CCCC